N-(6-(3-hydroxy-5-(4-propioloylpiperazin-1-yl)phenyl)-4-methoxybenzo[d]isoxazol-3-yl)-2,6-dimethoxybenzenesulfonamide OC=1C=C(C=C(C1)N1CCN(CC1)C(C#C)=O)C1=CC2=C(C(=NO2)NS(=O)(=O)C2=C(C=CC=C2OC)OC)C(=C1)OC